3-Fluoro-4-(2-hydroxy-propan-2-yl)-N'-((2-methyl-3-phenyl-6,7-dihydro-5H-cyclopenta[b]pyridin-4-yl)carbamoyl)thiophene-2-sulfonimidamide FC1=C(SC=C1C(C)(C)O)S(=O)(N)=NC(NC1=C2C(=NC(=C1C1=CC=CC=C1)C)CCC2)=O